(3S)-2-tert-butoxycarbonyl-7-hydroxy-3,4-dihydro-1H-isoquinoline-3-carboxylic acid C(C)(C)(C)OC(=O)N1CC2=CC(=CC=C2C[C@H]1C(=O)O)O